3-cyclohexylamino-2-propanesulfonic acid C1(CCCCC1)NCC(C)S(=O)(=O)O